[2-({2'-ethoxy-5-[(2R)-4-[6-ethoxy-2-(trifluoromethyl)pyridine-3-carbonyl]-2-ethylpiperazin-1-yl]-[2,3'-bipyridin]-6-yl}oxy)ethyl]dimethylamine C(C)OC1=NC=CC=C1C1=NC(=C(C=C1)N1[C@@H](CN(CC1)C(=O)C=1C(=NC(=CC1)OCC)C(F)(F)F)CC)OCCN(C)C